FC1=CC=C(CC=2C=3N(C4=C(C2)N(CC4(C)C)C(CN4[C@H](CN[C@@H](C4)C)CN4[C@@H](COCC4)C)=O)C(=NN3)C)C=C1 1-(4-(4-fluorobenzyl)-1,8,8-trimethyl-7,8-dihydro-6H-pyrrolo[2,3-e][1,2,4]triazolo[4,3-a]pyridin-6-yl)-2-((2R,5R)-5-methyl-2-(((R)-3-methylmorpholino)methyl)piperazin-1-yl)ethan-1-one